N-(3,4-difluoro-2,6-dimethylphenyl)prop-2-enamide FC=1C(=C(C(=CC1F)C)NC(C=C)=O)C